ClC1=C(CNC(=O)C2C=3C=CC=NC3C(CC2)=O)C(=CC(=C1)Cl)F N-(2,4-dichloro-6-fluorobenzyl)-8-oxo-5,6,7,8-tetrahydroquinoline-5-carboxamide